tributyl(methylsulfanyl)stannane C(CCC)[Sn](SC)(CCCC)CCCC